fluoroflavone FC1=C(OC2=CC=CC=C2C1=O)C1=CC=CC=C1